(9H-carbazol-9-yl)-biphenyl C1=CC=CC=2C3=CC=CC=C3N(C12)C1=C(C=CC=C1)C1=CC=CC=C1